3,4-difluorotrifluoromethylbenzene FC=1C=C(C=CC1F)C(F)(F)F